BrC1=CC=C2C(=CNC2=C1)C(C(=O)N)=O (6-bromo-1H-indol-3-yl)-2-oxoacetamide